C(#N)C=1SC=C2C1C[C@@H](CC2)N(C(OC(C)(C)C)=O)C |r| Racemic-tert-butyl N-(3-cyano-4,5,6,7-tetrahydro-2-benzothiophen-5-yl)-N-methyl-carbamate